COC(\C(=C\C)\C)=O (E)-2-methylbut-2-enoic acid methyl ester